1,7-diamino-3-methylnonane NCCC(CCCC(CC)N)C